6-[9-Methyl-2-[2-(1-methyl-4-phenyl-imidazol-2-yl)ethynyl]purin-6-yl]-2-oxa-6-azaspiro[3.3]heptane CN1C2=NC(=NC(=C2N=C1)N1CC2(COC2)C1)C#CC=1N(C=C(N1)C1=CC=CC=C1)C